CC1=CC(=NN1)C1=NC2=C(N1)C=CC=C2NC2CC1CCC(C2)N1CCC#N 3-((3-exo)-3-((2-(5-methyl-1H-pyrazol-3-yl)-1H-benzo[d]imidazol-4-yl)amino)-8-azabicyclo[3.2.1]octan-8-yl)propionitrile